4-chloroacetoacetate ClCC(CC(=O)[O-])=O